4-(5-bromo-6-methoxy-2H-indazole-2-yl)-3-fluoropiperidine-1-carboxylic acid tert-butyl ester C(C)(C)(C)OC(=O)N1CC(C(CC1)N1N=C2C=C(C(=CC2=C1)Br)OC)F